C(C)(C)(C)[Si](C)(C)OC=1C(=C2CC[C@@](OC2=C(C1C)C)(C)CC\C=C(\CC\C=C(\CCC=C1CCC1)/C)/C)C tert-butyl(((R)-2-((3E,7E)-11-cyclobutylidene-4,8-dimethylundeca-3,7-dien-1-yl)-2,5,7,8-tetramethylchroman-6-yl)oxy)dimethylsilane